METHYLHEPTYLKETONE CC(=O)CCCCCCC